2'-Chloro-5'-methoxy-N-(5-(6-methoxy-spiro[3.3]heptane-2-carbonyl)-5,6-dihydro-4H-pyrrolo[3,4-d]thiazol-2-yl)-6-methyl-[4,4'-bipyridine]-3-carboxamide ClC1=NC=C(C(=C1)C1=C(C=NC(=C1)C)C(=O)NC=1SC2=C(N1)CN(C2)C(=O)C2CC1(C2)CC(C1)OC)OC